BrC1=CC2=C(C=C(O2)C(F)(F)F)C=C1 6-bromo-2-(trifluoromethyl)benzofuran